N-(2-{octahydropyrrolo[3,2-b]pyrrol-1-yl}-2-oxoethyl)-3-(trifluoromethyl)benzamide hydrochloride Cl.N1(C2C(CC1)NCC2)C(CNC(C2=CC(=CC=C2)C(F)(F)F)=O)=O